tert-butyl (1-(4'-chloro-2'-isopropyl-1H,2'H-[3,3'-bipyrazol]-5-yl)-2-(4-(1-ethyl-4-(trifluoromethyl)-1H-imidazol-2-yl)phenyl)ethyl)carbamate ClC1=C(N(N=C1)C(C)C)C1=NNC(=C1)C(CC1=CC=C(C=C1)C=1N(C=C(N1)C(F)(F)F)CC)NC(OC(C)(C)C)=O